(1-(hydroxymethyl)-4-methylcyclohexane-1-carbonyl)-L-glutamic acid dibenzyl ester C(C1=CC=CC=C1)OC([C@@H](NC(=O)C1(CCC(CC1)C)CO)CCC(=O)OCC1=CC=CC=C1)=O